C(C)(=O)OC=1C(C=CN2N(CC3(C(C21)=O)CCC3)[C@@H]3C2=C(SCC1=C3C(=CC(=C1F)F)C#C)C=CC=C2)=O (S)-1'-(10-ethynyl-7,8-difluoro-6,11-dihydrodibenzo[b,e]thiepin-11-yl)-4',6'-dioxo-1',2',4',6'-tetrahydrospiro[cyclobutane-1,3'-pyrido[1,2-b]pyridazin]-5'-yl acetate